(S)-6-fluoro-1,3-dihydrospiro[indene-2,4'-piperidine]-1-amine dihydrochloride Cl.Cl.FC1=CC=C2CC3(CCNCC3)[C@@H](C2=C1)N